C(C)(C)(C)[Si](OC[C@@H]1C2CC2[C@H](CO1)NC(OC(C)(C)C)=O)(C)C tert-butyl ((2S,5R)-2-(((tertbutyldimethylsilyl)oxy)methyl)-3-oxabicyclo[4.1.0]heptan-5-yl)carbamate